[N-](S(=O)(=O)C(F)(F)F)S(=O)(=O)C(F)(F)F.C(C1=CC=CC=C1)N1C(N(C=C1)C)C 1-benzyl-2,3-dimethylimidazole bis(trifluoromethanesulfonyl)imide salt